4-Ethyl-2-iodophenol C(C)C1=CC(=C(C=C1)O)I